N-(3-((5-cyclopropyl-2-((2-methoxy-4-(4-methylpiperazin-1-yl)phenyl)amino)pyrimidin-4-yl)amino)propyl)cyclobutanecarboxamide C1(CC1)C=1C(=NC(=NC1)NC1=C(C=C(C=C1)N1CCN(CC1)C)OC)NCCCNC(=O)C1CCC1